C(CCCCCCC)C1=C(SC=C1)CCCCCCCC dioctylthiophene